4-Bromo-N,N-bis[(4-methoxyphenyl)methyl]-3-methylbenzenesulfonamide BrC1=C(C=C(C=C1)S(=O)(=O)N(CC1=CC=C(C=C1)OC)CC1=CC=C(C=C1)OC)C